(S)-3-(1-(2,5-DIMETHOXYPHENYL)-5-METHYL-1H-1,2,3-TRIAZOLE-4-CARBOXAMIDO)-4-(HEXAN-3-YLOXY)BENZOIC ACID COC1=C(C=C(C=C1)OC)N1N=NC(=C1C)C(=O)NC=1C=C(C(=O)O)C=CC1O[C@@H](CC)CCC